pyrazolocyclononanon N1N=CC2=C1CCCCCCC2=O